ClC1=C(OC2=CC=CC3=C2NC(=NS3(=O)=O)NCC3=CC(=C(C=C3)O)OC)C=CC=C1 5-(2-chlorophenoxy)-3-((4-hydroxy-3-methoxybenzyl)amino)-4H-benzo[e][1,2,4]thiadiazine 1,1-dioxide